C(C)C=1C(C2=C(C=CC(=C2C(C1CC1=NC=C(C=C1)CC(F)(F)F)=O)F)F)=O 2-ethyl-5,8-difluoro-3-((5-(2,2,2-trifluoroethyl)pyridin-2-yl)methyl)naphthalene-1,4-dione